ClC=1C=CC=C2C(C(=C(NC12)C1=CC=CC=C1)[C@H](C)N[S@](=O)C(C)(C)C)=O (R)-N-((S)-1-(8-chloro-4-oxo-2-phenyl-1,4-dihydroquinolin-3-yl)ethyl)-2-methylpropan-2-sulfinamide